6-(3-hydroxy-4-methoxybenzylamino)purine OC=1C=C(CNC2=C3NC=NC3=NC=N2)C=CC1OC